(2S)-1-carbamoylpyrrolidin C(N)(=O)N1CCCC1